2-fluoro-6-[2-(4-fluorophenyl)ethynyl]-4-methyl-phenylamine FC1=C(C(=CC(=C1)C)C#CC1=CC=C(C=C1)F)N